6-((6S,8R)-8-methyl-7-(2,2,2-trisFluoroethyl)-6,7,8,9-tetrahydro-3H-pyrazolo[4,3-f]Isoquinolin-6-yl)pyridin-3-amine C[C@H]1N([C@@H](C2=CC=C3C(=C2C1)C=NN3)C3=CC=C(C=N3)N)CC(F)(F)F